2-(4-cyanophenyl)-1,2,3,4-tetrahydroisoquinoline C(#N)C1=CC=C(C=C1)N1CC2=CC=CC=C2CC1